7-chloro-2-phenylnaphtho[1,2-b]benzofuran ClC1=CC=CC2=C1C1=C(O2)C=2C=C(C=CC2C=C1)C1=CC=CC=C1